C(C)OC(=O)C1(C(C2=C(C=C(C=C2C1)Cl)C)=O)C#N 5-chloro-2-cyano-7-methyl-1-oxo-2,3-dihydro-1H-indene-2-carboxylic acid ethyl ester